BrC1=CC=C(C=C1)C(C)(C)N1C[C@](CC1)(CCC1=CC=CC=C1)COCC (R)-1-(2-(4-bromophenyl)propan-2-yl)-3-(ethoxymethyl)-3-phenethylpyrrolidine